1-(5-(4-amino-1-(1,1-dioxido-tetrahydrothiophen-3-yl)-1H-pyrazolo[3,4-d]pyrimidin-3-yl)imidazo[1,2-a]pyridin-8-yl)-3-(5-(1-(trifluoromethyl)-cyclopropyl)isoxazol-3-yl)urea NC1=C2C(=NC=N1)N(N=C2C2=CC=C(C=1N2C=CN1)NC(=O)NC1=NOC(=C1)C1(CC1)C(F)(F)F)C1CS(CC1)(=O)=O